2-methylsulfanyl-N-(3-methylsulfonylcyclobutyl)-5-(trifluoromethyl)pyrimidin-4-amine CSC1=NC=C(C(=N1)NC1CC(C1)S(=O)(=O)C)C(F)(F)F